NC1=NC=2C=CC(=CC2C2=C1C=NN2C)C(=O)N([C@H]2COC1=C2C=CC(=C1)S(F)(F)(F)(F)F)C 4-amino-N,1-dimethyl-N-((3R)-6-(pentafluoro-lambda6-sulfanyl)-2,3-dihydro-1-benzofuran-3-yl)-1H-pyrazolo[4,3-c]quinoline-8-carboxamide